4-((2R,3S,4S,5R)-3-(3,4-difluoro-2-(2-((triisopropylsilyl)oxy)ethoxy)phenyl)-4,5-dimethyl-5-(trifluoromethyl)tetrahydrofuran-2-carboxamido)-N-methylpicolinamide FC=1C(=C(C=CC1F)[C@H]1[C@@H](O[C@]([C@H]1C)(C(F)(F)F)C)C(=O)NC1=CC(=NC=C1)C(=O)NC)OCCO[Si](C(C)C)(C(C)C)C(C)C